(S,E)-N'-((4-chlorophenyl)sulfonyl)-3-(4-fluorophenyl)-4-phenyl-N-(1-sulfamoylazetidin-3-yl)-4,5-dihydro-1H-pyrazole-1-carboximidamide ClC1=CC=C(C=C1)S(=O)(=O)\N=C(/NC1CN(C1)S(N)(=O)=O)\N1N=C([C@H](C1)C1=CC=CC=C1)C1=CC=C(C=C1)F